(2-(3,8-diazabicyclo[3.2.1]oct-8-yl)-5,7-dihydro-6H-pyrrolo[3,4-b]pyridin-6-yl)(pyrrolidin-1-yl)methanone C12CNCC(CC1)N2C2=CC=C1C(=N2)CN(C1)C(=O)N1CCCC1